4-(6-chloro-3-quinolylamino)-2-{p-[(1s,4s)-4-morpholinocyclohexyloxy]phenylamino}pyrimidine ClC=1C=C2C=C(C=NC2=CC1)NC1=NC(=NC=C1)NC1=CC=C(C=C1)OC1CCC(CC1)N1CCOCC1